C(C)(C)(C)OC(=O)N1C(CNCC1)C1CCN(CC1)C1=CC2=C(N(C(N2C)=O)C2C(NC(CC2)=O)=O)C=C1 (1-(1-(2,6-Dioxopiperidin-3-yl)-3-methyl-2-oxo-2,3-dihydro-1H-benzo[d]imidazol-5-yl)piperidin-4-yl)piperazine-1-carboxylic acid tert-butyl ester